FC1=CN=C2C[C@@H](C(NC2=C1)=O)[C@@H](C1=CC=CC=C1)NCCC=1C=CC(=C(C1)CC(=O)O)C 2-(5-(2-(((S)-((R)-7-fluoro-2-oxo-1,2,3,4-tetrahydro-1,5-naphthyridin-3-yl)(phenyl)methyl)amino)ethyl)-2-methylphenyl)acetic acid